aluminum benzoquinone nitrosophenylhydroxylamine salt N(=O)N(O)C1=CC=CC=C1.C1(C=CC(C=C1)=O)=O.[Al]